CC=1N=C(NC1)OC1=CC(=CC=C1)C1CN(C1)C 4-methyl-2-(3-(1-methylazetidin-3-yl)phenoxy)-1H-imidazole